4-methyl-cresol CC=1C=C(C(=CC1)O)C